CC=CCOCC 5-oxa-hept-2-ene